Resorcinoldiphosphat C12=C3C4=C(C5=C1OP(=O)(O3)O5)OP(=O)(OO2)OO4